FC1=C(C=C(C(=C1)C1=NC(=CC=C1)OCC=1C=NC(=CC1)OC)F)CC=1N(C2=C(N1)C=CC(=C2)C(=O)O)CCOC 2-[[2,5-difluoro-4-[6-[(6-methoxy-3-pyridinyl)methoxy]-2-pyridinyl]phenyl]methyl]-3-(2-methoxyethyl)benzimidazole-5-carboxylic acid